C(=O)(O)C(C)(C)ON=CC(=O)N 2-(((2-carboxypropan-2-yl)oxy)imino)acetamide